S1C(=CC=C1)CC1=C(SC=2C1=NC=CC2N)N [(thiophen-2-yl)methyl]thieno[3,2-b]pyridine-2,7-diamine